dioctadecyl-phosphonic acid C(CCCCCCCCCCCCCCCCC)OP(OCCCCCCCCCCCCCCCCCC)=O